4-[[6-[2-(2,4-difluoro-triazol-1-yl)propyl]-3-pyridinyl]oxy]benzonitrile FN1N(C=C(N1)F)C(CC1=CC=C(C=N1)OC1=CC=C(C#N)C=C1)C